S(CCC(=O)[O-])CCC(=O)[O-] 3,3'-thio-dipropionate